5-(2-fluoro-3-methoxy-4-((phenylsulfonyl)ethynyl)phenoxy)-1H-1,2,3-triazole-4-carboxylic acid FC1=C(OC2=C(N=NN2)C(=O)O)C=CC(=C1OC)C#CS(=O)(=O)C1=CC=CC=C1